CC=1C=C(C=2N(C(C=C(N2)N2CCCCC2)=O)C1)N1CCC(CC1)C(=O)O 1-(7-methyl-4-oxo-2-(piperidin-1-yl)-4H-pyrido[1,2-a]pyrimidin-9-yl)piperidine-4-carboxylic acid